(R)-N-(5-(4-(4,5-difluoro-2-(2-hydroxypropan-2-yl)phenyl-amino)-1,3,5-triazin-2-ylamino)-2-(2-((dimethylamino)methyl)azetidin-1-yl)-4-methoxyphenyl)acrylamide FC1=CC(=C(C=C1F)NC1=NC(=NC=N1)NC=1C(=CC(=C(C1)NC(C=C)=O)N1[C@H](CC1)CN(C)C)OC)C(C)(C)O